C(C1=CC=CC=C1)(C1=CC=CC=C1)N1CCN(CC1)CCCSC1=C2C(N(C(=NC2=CC=C1)C)C1C(NC(CC1)=O)=O)=O 3-(5-((3-(4-benzhydrylpiperazin-1-yl)propyl)thio)-2-methyl-4-oxoquinazolin-3(4H)-yl)piperidine-2,6-dione